C(#N)C1=NC(=NN1CC1=CC=C(C=C1)C=C)CC 5-cyano-3-ethyl-1-(4-vinylbenzyl)-1H-1,2,4-triazole